C(C)(C)(C)C1=CC=C(C=C1)[C@H](C)NC(=O)C1=CC=C2C(=C(N(C2=C1)C)C)CC1=CC=C(OC(C(=O)OCC)C)C=C1 ethyl 2-(4-((6-(((S)-1-(4-(tert-butyl) phenyl)ethyl)carbamoyl)-1,2-dimethyl-1H-indol-3-yl)methyl)phenoxy)propanoate